N-{[2-(cyclopentyloxy)-6-fluorophenyl]methyl}-5-{2-acetamidoimidazo[1,2-b]pyridazin-6-yl}pyridine-3-carboxamide C1(CCCC1)OC1=C(C(=CC=C1)F)CNC(=O)C=1C=NC=C(C1)C=1C=CC=2N(N1)C=C(N2)NC(C)=O